BrC1=CC=C(C=C1)C=1N=C2N(C=CC=C2)C1CN1CC2CCC(C1)N2C(=O)C2=C(C=CC=C2)F (3-{[2-(4-Bromophenyl)imidazo[1,2-a]pyridin-3-yl]methyl}-3,8-diazabicyclo[3.2.1]oct-8-yl)-(2-fluorophenyl)methanon